4-(5-phenylthieno[2,3-d]pyrimidin-4-yl)piperidin C1(=CC=CC=C1)C1=CSC=2N=CN=C(C21)C2CCNCC2